α,α-bis(4-bromophenyl)-β-phenylphenylethanol BrC1=CC=C(C=C1)C(C(C1=CC=CC=C1)C1=CC=CC=C1)(O)C1=CC=C(C=C1)Br